C(CC)N(C1=C(C=CC=C1)CC)CCC N,N-dipropylethylaniline